C(C1=CC=CC=C1)(C1=CC=CC=C1)(C1=CC=CC=C1)[N@]1C(C1)C=O ((R)-1-Trityl-aziridin-2-yl)methanone